[N+](=O)([O-])C=1C=C(C=CC1)NC1=NC(=C2N=CNC2=N1)C1=CC=C(C=C1)CN N-(3-nitrophenyl)-6-(4-(aminomethyl)phenyl)-9H-purin-2-amine